ClC=1C=C2C=NN(C2=C(C1)C(=O)NC1CC2(CC(C2)CC(=O)O)C1)CC1=CN=C(O1)C1=CC=CC=C1 2-(6-(5-chloro-1-((2-phenyloxazol-5-yl)methyl)-1H-indazol-7-carboxamido)spiro[3.3]hept-2-yl)acetic acid